C(C(C)(C)C)(=O)OCCCC butyl neopentanoate